C1(CC1)CC#CCOC1OCCCC1 2-((4-cyclopropylbut-2-yn-1-yl)oxy)tetrahydro-2H-pyran